ClC=1C=2N(C(=NN1)SC)C=CN2 8-Chloro-5-methylsulfanyl-imidazo[1,2-d][1,2,4]triazine